4-(4-(furo[2,3-c]pyridin-3-yl)furan-2-yl)-4-oxobutanoic acid O1C=C(C=2C1=CN=CC2)C=2C=C(OC2)C(CCC(=O)O)=O